C1(CCC1)C(CO)C1=CSC=C1 2-cyclobutyl-2-(thiophen-3-yl)ethanol